FC(C(=O)O)(F)F.ClC1=CC2=C(CC3(CCNCC3)O2)C=C1 6-chloro-3H-spiro[benzofuran-2,4'-piperidine]-Trifluoroacetic acid salt